FC(C1=NN(C=C1[N+](=O)[O-])C1CCN(CC1)C(=O)OCC1=CC=CC=C1)F benzyl 4-[3-(difluoromethyl)-4-nitro-pyrazol-1-yl]piperidine-1-carboxylate